2-[(2,4-dichlorophenyl)methyl]-4,4-dimethyl-3-isoxazolidinone ClC1=C(C=CC(=C1)Cl)CN1OCC(C1=O)(C)C